CN(CCN(C1=CC=C(C=C1)NC=1N=CC2=C(N1)N(C(C(=C2C#C)NC2=CC=CC=C2)=O)C)C)C 2-[(4-{[2-(dimethylamino)ethyl](methyl)amino}phenyl)amino]-5-ethynyl-8-methyl-6-(phenylamino)pyrido[2,3-d]pyrimidin-7-one